ClC=1C=C(C=C(C1F)Cl)C1(CC(=NO1)N1CC=2C=NC(=CC2C1)C(=O)NC(COC)CC)C(F)(F)F 2-(5-(3,5-dichloro-4-fluorophenyl)-5-(trifluoromethyl)-4,5-dihydroisoxazol-3-yl)-N-(1-methoxybutan-2-yl)-2,3-dihydro-1H-pyrrolo[3,4-c]pyridine-6-carboxamide